FC1=CC=C(OCC=2N=C3N(C=C(C=N3)C=3C=NC(=CC3)C)C2)C=C1 2-[(4-fluorophenoxy)methyl]-6-(6-methyl-3-pyridyl)imidazo[1,2-a]pyrimidine